C(C)(C)(C)OC(NC1CC(C1)NC1=C2C(=NC=3N1N=CC3)C3(CCCC3)C(C2)C)=O tert-butyl((1R,3R)-3-((6-methyl-6,7-dihydrospiro[cyclopenta[d]pyrazolo[1,5-a]pyrimidine-5,1'-Cyclopentane]-8-yl)amino)cyclobutyl)carbamate